2,3,4,5-tetrafluoro-6-(methylsulfonyl)benzamide FC1=C(C(=O)N)C(=C(C(=C1F)F)F)S(=O)(=O)C